(S)-2-((4-(methylsulfonyl)phenoxy)methyl)piperazine-1-carboxylic acid benzyl ester C(C1=CC=CC=C1)OC(=O)N1[C@@H](CNCC1)COC1=CC=C(C=C1)S(=O)(=O)C